C1CCC12CC(CC2)N spiro[3.4]octane-6-amine